CN(C=1C2=C(N=CN1)NC=C2)[C@H]2CNCC[C@H]2C N-methyl-N-[(3R,4R)-4-methyl-piperidin-3-yl]-7H-pyrrolo[2,3-d]pyrimidin-4-amine